C(C1=CC=CC=C1)C1CN(CC1)C(CCC=1C(=NN(C1CC)C=1C=CC=2N(N1)C(=NN2)C)CC)=O 1-(3-benzylpyrrolidin-1-yl)-3-(3,5-diethyl-1-(3-methyl-[1,2,4]triazolo[4,3-b]pyridazin-6-yl)-1H-pyrazol-4-yl)propan-1-one